NC1=CC(=C2C(N(CCCCC[C@@](C3=NN=C(C1=N2)O3)(C(F)(F)F)O)CC3=CC=C(C=C3)C3=CC=CC=C3)=O)C(F)(F)F (6R)-17-amino-6-hydroxy-12-[(4-phenylphenyl)methyl]-6,15-bis(trifluoromethyl)-19-oxa-3,4,12,18-tetrazatricyclo[12.3.1.12,5]nonadeca-1(18),2,4,14,16-pentaen-13-one